mercaptopropyl phosphate P(=O)(OCCCS)([O-])[O-]